O1C[C@H](CC1)OCC1=CC=CC(=N1)S (S)-6-(((tetrahydrofuran-3-yl)oxy)methyl)pyridine-2-thiol